OC=1C=CC(=NC1C(F)(F)F)C(=O)O 5-hydroxy-6-(trifluoromethyl)picolinic acid